CN1C(C=CC(=C1)O)CN(CC#C)CC1=CC(=CC=C1)Cl 1-methyl-2-((3-chlorobenzyl-(propargyl)amino)methyl)-5-hydroxypyridin